N[C@H](C(=O)NC1=CC=C(C=C1)C1=NN=CN1C)C(C1=CC=CC=C1)C1=CC=CC=C1 (2S)-2-amino-N-[4-(4-methyl-1,2,4-triazol-3-yl)phenyl]-3,3-diphenyl-propanamide